7-Azaspiro[3.5]nonan-2-yl(8-amino-7-fluoro-6-(8-methyl-2,3-dihydro-1H-pyrido[2,3-b][1,4]oxazin-7-yl)isoquinolin-3-yl)carbamate C1C(CC12CCNCC2)OC(NC=2N=CC1=C(C(=C(C=C1C2)C2=C(C1=C(OCCN1)N=C2)C)F)N)=O